Pyrrole-5(1H)-carboxylate N1C=CC=C1C(=O)[O-]